C(C1CO1)C=1C(=C(C(=C(C1)O)CC1CO1)N)CC1CO1 Triglycidyl-meta-aminophenol